C(#N)C=1C=NN2C1C(=CC(=C2)OCC(C)(C)O)C=2N=CC(=NC2)N2CCC(CC2)(C)NC(C2=C(C(=CC=C2F)F)F)=O N-(1-(5-(3-cyano-6-(2-hydroxy-2-methylpropoxy)pyrazolo[1,5-a]pyridin-4-yl)pyrazin-2-yl)-4-methylpiperidin-4-yl)-2,3,6-trifluorobenzamide